(Z)-10,13-dihydroxyoctadeca-6-enoic acid OC(CC\C=C/CCCCC(=O)O)CCC(CCCCC)O